FC1(CCC(CC1)CN1C=CC2=CC(=CC=C12)N)F 1-((4,4-difluorocyclohexyl)methyl)-1H-indol-5-amine